FC=1C=C(C=CC1OC1=CC(=C(C=C1)O)C1=CC=NO1)NC(=O)C=1C(N(C(=CC1)C)C1=CC=C(C=C1)F)=O N-(3-fluoro-4-(4-hydroxy-3-(isoxazol-5-yl)phenoxy)phenyl)-1-(4-fluorophenyl)-6-methyl-2-oxo-1,2-dihydropyridine-3-carboxamide